(R)-4-((R)-3-amino-4-(2,4,5-trifluorophenyl)butanoyl)-3-(tert-butoxymethyl)piperazin-2-one N[C@@H](CC(=O)N1[C@@H](C(NCC1)=O)COC(C)(C)C)CC1=C(C=C(C(=C1)F)F)F